FC(OC=1C=C2C(=CC1)C(N(CC21CC1)CC(=O)OC)=O)F Methyl 2-[6-(difluoromethoxy)-1-oxospiro[3H-isoquinoline-4,1'-cyclopropane]-2-yl]acetate